Bis(4-hydroxy-3,5-dimethylphenyl)oxamide OC1=C(C=C(C=C1C)NC(C(NC1=CC(=C(C(=C1)C)O)C)=O)=O)C